ClC=1C=NC(=NC1)CN1C(=NC(=C1)C(F)F)C=1C=NC(=NC1)C 5-chloro-2-[[4-(difluoromethyl)-2-(2-methylpyrimidin-5-yl)imidazol-1-yl]methyl]pyrimidine